BrC1=CC2=C(N=C(S2)C(=O)OC)C=C1 Methyl 6-bromobenzo[d]thiazole-2-carboxylate